CC(=O)SC1CS(CC1)(=O)=O 3-methylcarbonylthiotetrahydrothiophene-1,1-dioxide